tert-butyl (6-((2-(2,6-dioxopiperidin-3-yl)-1,3-dioxoisoindolin-4-yl)amino) hexyl)(methyl)carbamate O=C1NC(CCC1N1C(C2=CC=CC(=C2C1=O)NCCCCCCN(C(OC(C)(C)C)=O)C)=O)=O